trifluoro(3,3,3-trifluoropropyl)boranuide F[B-](CCC(F)(F)F)(F)F